FC(C=1C=C(/C=C/C2CCN(CC2)C(C=C)=O)C=CC1)(F)F (E)-1-(4-(3-(trifluoromethyl)styryl)piperidin-1-yl)prop-2-en-1-one